ClC=1C=C(CN[C@@H](CO)COCCCCCCCCCCCCCCCCCC)C=CC1F (S)-2-((3-chloro-4-fluorobenzyl)amino)-3-(octadecyloxy)propan-1-ol